C(N)([S-])=S.[Mo+4].NC=1C(=C(C=CC1)CC=1C(OC2=C(C1CC(=O)NOCCO)C=CC(=C2)OC2=NC=CC=N2)=O)F.C(N)([S-])=S.C(N)([S-])=S.C(N)([S-])=S 2-[3-[(3-amino-2-fluorophenyl)methyl]-2-oxo-7-pyrimidin-2-yloxybenzopyran-4-yl]-N-(2-hydroxyethoxy)acetamide molybdenum dithiocarbamate